C1(=CC=CC=C1)P(C1=CC=CC=C1)(C1=CC=CC=C1)[Pd](P(C1=CC=CC=C1)(C1=CC=CC=C1)C1=CC=CC=C1)(Cl)Cl bis(Triphenylphosphino)palladium dichloride